N1,N4-bis(2-(dioctylamino)ethyl)fumaramide C(CCCCCCC)N(CCNC(\C=C\C(=O)NCCN(CCCCCCCC)CCCCCCCC)=O)CCCCCCCC